C(C=C)(=O)O.C(C=C)(=O)O.O(C1=CC=CC=C1)C(C)(O)OC1=CC=CC=C1 bisphenoxyethanol diacrylate